CC(C(=O)NC1=CC=CC=C1)C(=O)NC(C)NC(CC1=CC=CC=C1)=O 2-methyl-N1-phenyl-N3-[1-[(2-phenylacetyl)amino]ethyl]propanediamide